COCCCN1N=C(C=C1C=1N=CN(C1)C)C 1-(3-methoxypropyl)-3-methyl-5-(1-methyl-1H-imidazol-4-yl)-1H-pyrazole